C(#N)[C@H](C[C@H]1C(NCCC1)=O)NC([C@@H](NCC=1OC=CN1)CC(C)C)=O N-{(1S)-1-cyano-2-[(3S)-2-oxopiperidin-3-yl]ethyl}-N2-[(1,3-oxazol-2-yl)methyl]-L-leucinamide